4-((2-oxo-4-pentadecanamidopyrrolidin-1-yl)methyl)benzoic acid O=C1N(CC(C1)NC(CCCCCCCCCCCCCC)=O)CC1=CC=C(C(=O)O)C=C1